2-[2-(methylsulfonyl)phenyl][1,2,4]triazolo[1,5-c]quinazolin-5(6H)-one CS(=O)(=O)C1=C(C=CC=C1)C1=NN2C(NC=3C=CC=CC3C2=N1)=O